(3S)-1-[4-[[4-(Trifluoromethyl)phenyl]sulfonylamino]piperidine-1-carbonyl]pyrrolidine-3-carboxamide FC(C1=CC=C(C=C1)S(=O)(=O)NC1CCN(CC1)C(=O)N1C[C@H](CC1)C(=O)N)(F)F